[Na+].C(=O)C1C(N(C(N(C1=O)CCCS(=O)(=O)[O-])=O)CCCCCC(=O)OC)=O 3-[5-formyl-3-(6-methoxy-6-oxo-hexyl)-2,4,6-trioxo-hexahydropyrimidine-1-yl]propane-1-sulfonate sodium salt